N-(4-ethynylbenzyl)-1-(pyridin-3-yl)methylamine C(#C)C1=CC=C(CNCC=2C=NC=CC2)C=C1